7-(7-Azido-2,5-dioxaheptyl)-2,4,9-triphenyl-1,3,5-triazatricyclo[3.3.1.13,7]decane N(=[N+]=[N-])CCOCCOCC12CN3C(N(C(N(C1)C3C3=CC=CC=C3)C3=CC=CC=C3)C2)C2=CC=CC=C2